2-(3-bicyclo[3.2.1]octyl)ethanol C12CC(CC(CC1)C2)CCO